C(C)(C)(C)OC(=O)N(C1=CC=C(C=C1)[C@H]1N(C[C@@H](CC1)C)C(=O)OC(C)(C)C)C tert-butyl (2S,5R)-2-[4-[tert-butoxycarbonyl(methyl)amino]phenyl]-5-methyl-piperidine-1-carboxylate